2-[[5-(4-Methoxy-2-nitrophenyl)-2-furanyl]methylene]-1H-indene-1,3(2H)-dione COC1=CC(=C(C=C1)C1=CC=C(O1)C=C1C(C2=CC=CC=C2C1=O)=O)[N+](=O)[O-]